7-methyl-5-(pyridin-3-yl)-N-(1,1,1-trifluoropropan-2-yl)pyrazolo[1,5-a]Pyrimidine CC1=CC(=NC=2N1N(CC2)C(C(F)(F)F)C)C=2C=NC=CC2